3-(1-oxo-5-(((1R,2S)-2-(((phenyl-d5)methyl-d2)amino)cyclohexyl)methyl)isoindolin-2-yl)piperidine-2,6-dione O=C1N(CC2=CC(=CC=C12)C[C@@H]1[C@H](CCCC1)NC([2H])([2H])C1=C(C(=C(C(=C1[2H])[2H])[2H])[2H])[2H])C1C(NC(CC1)=O)=O